C1CN(CCC12CCNCC2)CCOC=2C=C(C=CC2)N2C(N=CC=C2)=O 1-{3-[2-(3,9-diazaspiro[5.5]undec-3-yl)ethoxy]phenyl}-1,3-diazinon